N-(1-cyclobutyl-1H-pyrazol-4-yl)-2-(1-methyl-1H-pyrazol-4-yl)pyrimidine C1(CCC1)N1N=CC(=C1)N1C(N=CC=C1)C=1C=NN(C1)C